(S)-2-(1-oxo-6-((5-oxopyrrolidin-2-yl)methoxy)-1,2-dihydropyrido[3,4-g]isoquinolin-4-yl)acetaldehyde O=C1NC=C(C=2C1=CC=1C=CN=C(C1C2)OC[C@H]2NC(CC2)=O)CC=O